(S)-2-amino-N-(4-(benzylthio)phenyl)-3-(pyridin-3-yl)propionamide hydrochloride Cl.N[C@H](C(=O)NC1=CC=C(C=C1)SCC1=CC=CC=C1)CC=1C=NC=CC1